The molecule is 2-Methylcyclohexa-1,3-diene in which a hydrogen at the 5 position is substituted (R configuration) by a 6-methyl-hept-5-en-2-yl group (S configuration). It is a sesquiterpene found in the dried rhizomes of Indonesian ginger, Zingiber officinale. It is a sesquiterpene and a cyclohexadiene. It is an enantiomer of an ent-zingiberene. CC1=CC[C@@H](C=C1)[C@@H](C)CCC=C(C)C